1H-pyrazole-3-carboxylic acid ethyl ester Di-tert-butyl-dicarbonate C(C)(C)(C)OC(=O)OC(=O)OC(C)(C)C.C(C)OC(=O)C1=NNC=C1